1-isopropyl-3-methyl-1H-benzo[g]indazole-4,5-dione C(C)(C)N1N=C(C=2C(C(C3=C(C12)C=CC=C3)=O)=O)C